BrC1=CN=C(C(=N1)CO)OC (6-bromo-3-methoxypyrazin-2-yl)methanol